1-(5-chloro-2-methyl-3-nitro-phenyl)-2-diazo-ethanone ClC=1C=C(C(=C(C1)C(C=[N+]=[N-])=O)C)[N+](=O)[O-]